FC(O[C@@H]1C[C@H](CC1)C=1C=C(C=CC1)C=1C(=NC(=NC1)NS(=O)(=O)C1=CC=CC=C1)C1=C(C=CC=C1)C(F)(F)F)(F)F N-(5-(3-((1S,3S)-3-(trifluoromethoxy)cyclopentyl)phenyl)-4-(2-(trifluoromethyl)phenyl)pyrimidin-2-yl)benzenesulfonamide